tert-butyl 4-(2-methoxy-2-oxo-ethyl)-2,3-dihydroquinoxaline-1-carboxylate COC(CN1CCN(C2=CC=CC=C12)C(=O)OC(C)(C)C)=O